NC=1C=CC(=C(C1)NC(C1=CC=C(C=C1)C(C(F)(F)F)(C(F)(F)F)C1=CC=C(C=C1)C(NC1=CC=C(C=C1)N)=O)=O)O N-(5-amino-2-hydroxyphenyl)-4-[2-[4-[(4-aminophenyl)carbamoyl]phenyl]-hexafluoropropan-2-yl]benzamide